6-hydroxy-8,8-dimethylpyrano[2,3-f]chromen-2-one OC=1C=C2C(=C3C=CC(OC13)(C)C)OC(C=C2)=O